FC(C(=O)O)(F)F.NC1=NC(=C(C=C1O)\N=N\C1=CC=C(C=C1)O)N (E)-2,6-diamino-5-((4-hydroxyphenyl)diazenyl)pyridin-3-ol Trifluoroacetic acid salt